(S)-5-methyl-2-(prop-1-en-2-yl)hex-4-en-1-ol CC(=CC[C@H](CO)C(=C)C)C